4-benzenediazonium C1=CC=C(C=C1)[N+]#N